ClC1=C(OC2=CC=NC3=CC(=C(C=C23)C(=O)OC)OC)C=CC(=C1)NC(=O)C1(CC1)C(NC1=CC=C(C=C1)F)=O methyl 4-[2-chloro-4-[[1-[(4-fluorophenyl)carbamoyl] cyclopropanecarbonyl] amino]phenoxy]-7-methoxyquinoline-6-carboxylate